diaminostilbene C1C=CC=CC1(/C=C/C2=CC=CC=C2N)N